tert-butyl 4-(((2s)-2-(6-amino-5-(methoxycarbonyl)pyridin-2-yl)-4-(3,3,3-trifluoropropyl)piperazin-1-yl)methyl)-5-methoxy-7-methylindole-1-carboxylate NC1=C(C=CC(=N1)[C@H]1N(CCN(C1)CCC(F)(F)F)CC1=C2C=CN(C2=C(C=C1OC)C)C(=O)OC(C)(C)C)C(=O)OC